2-(2-(6-amino-9H-purin-9-yl)ethoxy)benzonitrile NC1=C2N=CN(C2=NC=N1)CCOC1=C(C#N)C=CC=C1